FC[C@@H](C)N1C=NC(=C1)C(=O)OCC ethyl (R)-1-(1-fluoropropan-2-yl)-1H-imidazole-4-carboxylate